C1C(=S)N=NO1 oxadiazolethione